C(C)(C)(C)OC(=O)N1CC(CCC1)CN 1-t-butoxycarbonyl-3-aminomethylpiperidine